COC1=NC=NC2=CC=C(C=C12)C=1C=CN2N=C(N=CC21)N[C@@H]2CC[C@H](CC2)N trans-N1-(5-(4-methoxyquinazolin-6-yl)pyrrolo[2,1-f][1,2,4]triazin-2-yl)cyclohexane-1,4-diamine